C(CCCCCC=C)[Si](Cl)(Cl)CC 7-octenyl-ethyldichlorosilane